bis(tetramethylammonium) phosphate P(=O)([O-])([O-])O.C[N+](C)(C)C.C[N+](C)(C)C